(R)-4-(2,2-difluoro-7-((5-methoxy-7-methyl-1H-indol-4-yl)methyl)-7-azaspiro[3.5]nonan-6-yl)-3-(3-methoxyazetidin-1-yl)benzoic acid FC1(CC2(C1)C[C@@H](N(CC2)CC2=C1C=CNC1=C(C=C2OC)C)C2=C(C=C(C(=O)O)C=C2)N2CC(C2)OC)F